Cl.ClC1=C(C(=C(C=C1)C(N1[C@@H](CN[C@H](C1)C)C)C1CC(C1)(F)F)F)F (2R,5S)-1-((4-Chloro-2,3-difluorophenyl)(3,3-difluorocyclobutyl)methyl)-2,5-dimethylpiperazine Hydrochloride